C(C)C(CC(C(C(C(=O)[O-])(CC(C(C)C)(CC)C)CC(C(C)C)(CC)C)(O)C(=O)[O-])C(=O)[O-])(C(C)C)C tri(2-ethyl-2,3-dimethyl-1-butyl)citrate